N1C(=NC2=C1C=CC=C2)C2=C(C=C(C=C2)Cl)C2=C(C=C(C=C2)C(=O)N[C@H](CCC)C2=CC=CC=C2)CO 2'-(1H-1,3-benzodiazol-2-yl)-5'-chloro-2-(hydroxymethyl)-N-[(1R)-1-phenylbutyl]-[1,1'-biphenyl]-4-carboxamide